3-methyl-1,4-dioxan-2,5-dione CC1C(OCC(O1)=O)=O